ClC=1C=C(CC=2OC(=C(N2)C2=CC=C(C=C2)O)C)C=CC1 4-(2-(3-Chlorobenzyl)-5-methyloxazol-4-yl)phenol